C(#N)C1=CC(=CS1)[C@H]1N(OCC1)C(=O)C1CCN(CC1)C(=O)OC(C)(C)C tert-butyl 4-[(3S)-3-(5-cyano-3-thienyl)isoxazolidine-2-carbonyl]piperidine-1-carboxylate